Ferrocenamide [C-]1(C=CC=C1)C(=O)N.[CH-]1C=CC=C1.[Fe+2]